[Pt].[Rh] RHODIUM-PLATINUM